OC=1C=CC=2C3C(C(NC2C1)=O)C3 5-hydroxy-1,1a,3,7b-tetrahydro-2H-cyclopropa[c]quinolin-2-one